CC=1C(=C(N=NC1C(F)(F)F)N1CC2(COC2)C1)C(=O)OC methyl 5-methyl-3-(2-oxa-6-azaspiro[3.3]heptan-6-yl)-6-(trifluoromethyl)pyridazine-4-carboxylate